OCC1NC([C@@H]2N(C1=O)CC[C@@H](C2)C2=C(C(=C(C=C2O)Cl)Cl)Cl)=O (8S,9aR)-3-((3R)-hydroxymethyl)-8-(2,3,4-trichloro-6-hydroxyphenyl)-hexahydro-2H-pyrido[1,2-a]pyrazine-1,4-dione